FC=1C=C(N)C=CC1OC1=CC=NC2=CC=C(N=C12)OCCN1CCOCC1 3-fluoro-4-((6-(2-morpholinoethoxy)-1,5-naphthyridin-4-yl)oxy)aniline